ClC=1C=C(C=C(C1)Cl)N1C(NC(C(=C1)C=1C(=NC=CC1)OC)=O)=O 1-(3,5-dichlorophenyl)-5-(2-methoxypyridin-3-yl)pyrimidine-2,4(1H,3H)-dione